C1(CCCCC1)C1=CC=CC2=CC=CC=C12 1-cyclohexyl-naphthalene